C(C)(C)(C)OC(=O)NCC(C)NC1=C(SC2=C1C=1N=CC(=NC1C=C2)OC)C(=O)OC methyl 9-((1-((tert-butoxycarbonyl) amino)propan-2-yl)amino)-3-methoxythieno[3,2-f]quinoxaline-8-carboxylate